7-fluoro-2-methyl-1,5-naphthyridine FC1=CN=C2C=CC(=NC2=C1)C